7-cyclopentyl-N,N-dimethyl-2-[(5-piperazin-1-yl-2-pyridinyl)amino]pyrrolo[2,3-d]pyrimidine-6-carboxamide C1(CCCC1)N1C(=CC2=C1N=C(N=C2)NC2=NC=C(C=C2)N2CCNCC2)C(=O)N(C)C